ClC1=CC=C(C=C1)C(/C=C/C1=CC=C(C=C1)\C=C/1\N[C@@H](N(S1=O)[C@H](C(=O)O)CC1=CC=CC=C1)S)=O (2S)-2-[(3S,5Z)-5-[[4-[(E)-3-(4-Chlorophenyl)-3-oxoprop-1-enyl]phenyl]methylidene]-1-oxo-3-sulfanyl-1,2,4-thiadiazolidin-2-yl]-3-phenylpropanoic acid